BrC=1C(=NC=CC1C1=CC=CC=C1)N1C[C@H](CC1)F (S)-3-bromo-2-(3-fluoropyrrolidin-1-yl)-4-phenylpyridine